FC1=C(OC=2N=CC(=NC2)NC([C@H](C)N2CC(N(CC2)C(=O)C2CCC=3N(C2)C(=NN3)CO)(C)C)=O)C=CC(=C1)F (2S)-N-(5-(2,4-difluorophenoxy)pyrazin-2-yl)-2-(4-(3-(hydroxymethyl)-5,6,7,8-tetrahydro-[1,2,4]triazolo[4,3-a]pyridine-6-carbonyl)-3,3-dimethylpiperazin-1-yl)propanamide